OC1(CC1)C=1NC(=NN1)C1CC2(CN(C2)C(=O)N2CC3(C2)CC(C3)OC=3C=NC(=CC3)C(F)(F)F)C1 [6-[5-(1-hydroxycyclopropyl)-4H-1,2,4-triazol-3-yl]-2-azaspiro[3.3]heptan-2-yl]-[6-[[6-(trifluoromethyl)-3-pyridyl]oxy]-2-azaspiro[3.3]heptan-2-yl]methanone